BrCC(=O)C1=C(N(C(=C1)COCCC#N)C1=CC=C(C#N)C=C1)C 4-(3-(2-bromoacetyl)-5-((2-cyanoethoxy)methyl)-2-methyl-1H-pyrrol-1-yl)benzonitrile